1-(2-(5-(3-fluoro-2-(trifluoromethyl)phenyl)isoindolin-2-yl)-2-oxoethyl)-1H-1,2,4-triazole-3-carbonitrile FC=1C(=C(C=CC1)C=1C=C2CN(CC2=CC1)C(CN1N=C(N=C1)C#N)=O)C(F)(F)F